The molecule is a member of thiadiazoles and a tetrahydropyridine. It has a role as a muscarinic agonist and a serotonergic agonist. CCCCCCOC1=NSN=C1C2=CCCN(C2)C